N-(2,4-difluorophenyl)-3-(trifluoromethyl)benzamide FC1=C(C=CC(=C1)F)NC(C1=CC(=CC=C1)C(F)(F)F)=O